N-{3-[4-amino-7-(1-cyclopropyl-piperidin-4-yl)-7H-pyrrolo[2,3-d]pyrimidin-5-yl]-2-fluoro-phenyl}-3-chloro-4-methoxy-benzenesulfonamide NC=1C2=C(N=CN1)N(C=C2C=2C(=C(C=CC2)NS(=O)(=O)C2=CC(=C(C=C2)OC)Cl)F)C2CCN(CC2)C2CC2